C(CCC)=O Butane-1-one